2-(1-methylpyrazol-4-yl)pyrimidin-4-amine CN1N=CC(=C1)C1=NC=CC(=N1)N